2-(4-nitrophenyl)octahydropyrrolo[1,2-a]pyrazine [N+](=O)([O-])C1=CC=C(C=C1)N1CC2N(CC1)CCC2